C12CNCC(CC1)N2C=2SC=1CN(CCC1N2)C(=O)C2=C(C=CC=C2)Cl (2-(3,8-diazabicyclo[3.2.1]octan-8-yl)-6,7-dihydrothiazolo[5,4-c]pyridin-5(4H)-yl)(2-chlorophenyl)methanone